The molecule is a 3-oxo-fatty acyl-CoA(4-) obtained by deprotonation of the phosphate and diphosphate OH groups of (11Z,14Z,17Z,20Z)-3-oxohexacosatetraenoyl-CoA; major species at pH 7.3. It is a 3-oxo-fatty acyl-CoA(4-) and a very long-chain 3-oxoacyl-CoA(4-). It is a conjugate base of an (11Z,14Z,17Z,20Z)-3-oxohexacosatetraenoyl-CoA. CCCCC/C=C\\C/C=C\\C/C=C\\C/C=C\\CCCCCCCC(=O)CC(=O)SCCNC(=O)CCNC(=O)[C@@H](C(C)(C)COP(=O)([O-])OP(=O)([O-])OC[C@@H]1[C@H]([C@H]([C@@H](O1)N2C=NC3=C(N=CN=C32)N)O)OP(=O)([O-])[O-])O